ClC1=NC(=CC(=C1F)C(=O)N)Cl 2,6-Dichloro-3-fluoropyridine-4-carboxamide